N'-(2,2,2-trifluoro-1-tetrahydropyran-4-yl-ethyl)benzoyl-hydrazine FC(C(C1CCOCC1)NNC(C1=CC=CC=C1)=O)(F)F